OC(C(=O)N1CC2N(C(C1)C2)C2=NN=C(S2)C=2C(=CC(=NC2)C2=CC=C1N2N=CC(=C1)C#N)NC(C)C)(C)C 7-(5-(5-(3-(2-hydroxy-2-methylpropanoyl)-3,6-diazabicyclo[3.1.1]heptan-6-yl)-1,3,4-thiadiazol-2-yl)-4-(isopropylamino)pyridin-2-yl)pyrrolo[1,2-b]pyridazine-3-carbonitrile